CC1=C(C(=C(C=2C(C3=CC=CC=C3C(C12)=O)=O)C)C)C 1,2,3,4-tetramethyl-anthracene-9,10-dione